CN1C(C=2N(CC13CC3)N=C3C2CN(CC3)C(=O)C=3NC2=CC=CC(=C2C3)C)=O 9'-methyl-2'-(4-methyl-1H-indole-2-carbonyl)-1',2',3',4'-tetrahydro-7'H-spiro[cyclopropane-1,8'-pyrido[4',3':3,4]pyrazolo[1,5-a]pyrazin]-10'(9'H)-one